FC=1C=C(C(=NC1)C(=O)NC(C(=O)O)CCN(CCCCC1=NC=2NCCCC2C=C1)CCOC(C)C)C(F)(F)F 2-[[5-fluoro-3-(trifluoromethyl)pyridine-2-carbonyl]amino]-4-[2-isopropoxyethyl-[4-(5,6,7,8-tetrahydro-1,8-naphthyridin-2-yl)butyl]amino]butanoic acid